tert-butyl 7-[2-({4-[(2-methoxyethyl)carbamoyl]phenyl}amino)-5H,6H,7H,8H-pyrido[3,4-d]pyrimidin-7-yl]-8-methyl-1H,2H,3H-pyrido[2,3-b][1,4]oxazine-1-carboxylate COCCNC(=O)C1=CC=C(C=C1)NC=1N=CC2=C(N1)CN(CC2)C2=C(C1=C(OCCN1C(=O)OC(C)(C)C)N=C2)C